2-(6-fluoro-1H-indol-3-yl)ethylamine FC1=CC=C2C(=CNC2=C1)CCN